calcium bis(dihydrogen-orthophosphate) P(=O)(O)(O)[O-].P(=O)(O)(O)[O-].[Ca+2]